4-((2S,5S)-25-(2,5-dioxo-2,5-dihydro-1H-pyrrol-1-yl)-5-isopropyl-4,7,23-trioxo-2-(3-ureidopropyl)-10,13,16,19-tetraoxa-3,6,22-triazapentacosanamido)benzyl (4-nitrophenyl) carbonate C(OCC1=CC=C(C=C1)NC([C@@H](NC([C@@H](NC(CCOCCOCCOCCOCCNC(CCN1C(C=CC1=O)=O)=O)=O)C(C)C)=O)CCCNC(=O)N)=O)(OC1=CC=C(C=C1)[N+](=O)[O-])=O